2-(2-(1-propenoyl-1,2,5,6-tetrahydropyridin-3-yl)thiazol-4-yl)-N-(4-(7-methyl-1H-indol-3-yl)-5-(trifluoromethyl)pyrimidin-2-yl)propanamide C(C=C)(=O)N1CC(=CCC1)C=1SC=C(N1)C(C(=O)NC1=NC=C(C(=N1)C1=CNC2=C(C=CC=C12)C)C(F)(F)F)C